C(#C)C=1C=CC=C2C=CC=C(C12)C1=C(C=2N=C(N=C(C2C=N1)N1CCC2(CNC2)CC1)OC[C@]12CCCN2C[C@@H](C1)F)F 7-(8-ethynylnaphthalen-1-yl)-8-fluoro-2-(((2R,7aS)-2-fluorotetrahydro-1H-pyrrolizin-7a(5H)-yl)methoxy)-4-(2,7-diazaspiro[3.5]nonan-7-yl)pyrido[4,3-d]pyrimidine